6,7-dichloro-3-((4-methylpyridin-3-yl)methyl)-1,3,4,9-tetrahydro-[1,2,6]thiadiazino[4,3-g]indole 2,2-dioxide ClC=1C=2C(=CNC2C2=C(C1)CN(S(N2)(=O)=O)CC=2C=NC=CC2C)Cl